COC1=CC=C(CN2C(N3C(C4=C2C=C(N=C4)N4CCOCC4)=NN=C3C3(CC3)C)=O)C=C1 6-(4-methoxybenzyl)-3-(1-methylcyclopropyl)-8-(morpholin-4-yl)pyrido[3,4-e][1,2,4]triazolo[4,3-c]pyrimidin-5(6H)-one